FC(C(=O)O)(F)F.ClC=1C=CC2=C(C=C(O2)C(=O)NCC2CCNCC2)C1 5-chloro-N-(piperidin-4-ylmethyl)benzofuran-2-carboxamide 2,2,2-trifluoroacetate